1-{[2-(bromomethyl)-3-methylbutoxy]methyl}-4-methoxybenzene BrCC(COCC1=CC=C(C=C1)OC)C(C)C